C(C)(C)C(COC)(C)OC 2-isopropyl-1,2-dimethoxypropane